stearyl methacrylate (stearyl methacrylate) C(CCCCCCCCCCCCCCCCC)C=C(C(=O)O)C.C(C(=C)C)(=O)OCCCCCCCCCCCCCCCCCC